C[C@@]1(C[C@H](O)[C@@H](CO)O1)N1C(=O)NC(=O)C=C1 methyl-2'-deoxy-uridine